(5R)-2-benzyl-5-methyl-6,7-dihydro-5H-pyrazolo[5,1-b][1,3]oxazine-3-carboxylic acid ethyl ester C(C)OC(=O)C=1C(=NN2C1O[C@@H](CC2)C)CC2=CC=CC=C2